CSC(=C1CC(CCC1=O)(C(=O)OCC1=CC=CC=C1)C)SC benzyl 3-[bis(methylsulfanyl) methylene]-1-methyl-4-oxo-cyclohexanecarboxylate